(±)-3,3'-(3,6-dioxaoctane-1,8-diylbis(sulfanediyl))bis(1-(2,6,6-trimethylcyclohex-3-en-1-yl)butan-1-one) C(COCCOCCSC(CC(=O)C1C(C=CCC1(C)C)C)C)SC(CC(=O)C1C(C=CCC1(C)C)C)C